FC(CN1C(=NC2=NC=C(C=C21)C=2C=CN1N=C(N=C(C12)OC)NC1CCC(CC1)(O)C)C)F (1s,4s)-4-((5-(1-(2,2-difluoroethyl)-2-methyl-1H-imidazo[4,5-b]pyridin-6-yl)-4-methoxypyrrolo[2,1-f][1,2,4]triazin-2-yl)amino)-1-methylcyclohexan-1-ol